FC1=CC=C(C=C1)C1=NN(C(C1)C1=CC=C(C=C1)C(F)(F)F)C(=O)C1C(OC2=C(C1)C=CC(=C2)OCCC[Se]C#N)=O (11R)-3-(3-(4-fluorophenyl)-5-(4-(trifluoromethyl)phenyl)-4,5-dihydro-1H-pyrazole-1-carbonyl)-7-(3-cyanoselenopropoxy)-dihydro-benzopyran-2-one